2,3,5,6-tetraethyl-4-propoxyphenol C(C)C1=C(C(=C(C(=C1CC)OCCC)CC)CC)O